C(C)(=O)C1=CN(C2=CC=C(C=C12)C=1C=NC=2N(C1)N=C(C2)C)CCN2[C@@H](C[C@H](C2)F)C(=O)NC2=C(C(=CC=C2)OC(F)(F)F)F (2S,4R)-1-(2-(3-acetyl-5-(2-methylpyrazolo[1,5-a]pyrimidin-6-yl)-1H-indol-1-yl)ethyl)-4-fluoro-N-(2-fluoro-3-(trifluoromethoxy)phenyl)pyrrolidine-2-carboxamide